C1(CC1)S(=O)(=O)NC1=CC(=NC=C1)[C@@H](CCN1C[C@H](CC1)F)NC(=O)C=1SC(=CN1)C1=NC(=CN=C1)OCC N-((R)-1-(4-(cyclopropanesulphonylamino)pyridin-2-yl)-3-((S)-3-fluoropyrrolidin-1-yl)propyl)-5-(6-ethoxypyrazin-2-yl)thiazole-2-carboxamide